C1(CCCCC1)C(C)(C)C1=CC=C(OC2CCN(CC2)C2=CC(N(C=3C=CC(=NC23)C#N)C)=O)C=C1 8-(4-(4-(2-cyclohexylpropan-2-yl)phenoxy)piperidin-1-yl)-5-methyl-6-oxo-5,6-dihydro-1,5-naphthyridine-2-carbonitrile